N-{(2S)-2-(L-asparaginylamino)-4-[{(1R)-1-[1-benzyl-4-(2,5-difluorophenyl)-1H-pyrrol-2-yl]-2,2-dimethylpropyl}(glycolyl)amino]butanoyl}-β-alanyl-D-glutamic acid di-tert-butyl ester C(C)(C)(C)OC([C@H](NC(CCNC([C@H](CCN(C(CO)=O)[C@H](C(C)(C)C)C=1N(C=C(C1)C1=C(C=CC(=C1)F)F)CC1=CC=CC=C1)NC([C@@H](N)CC(N)=O)=O)=O)=O)CCC(=O)OC(C)(C)C)=O